methoxy-3'-acetyl-stilbene COC1=C(C=CC=C1)C=CC1=CC(=CC=C1)C(C)=O